ClC1=NC=C2C=C(C(N(C2=C1)CC)=O)C1=C(C(=CC(=C1)OC)OC)Cl 7-chloro-3-(2-chloro-3,5-dimethoxyphenyl)-1-ethyl-1,6-naphthyridin-2(1H)-one